O=C1CCCCC=2OC(=CC21)S(=O)(=O)Cl 4-oxo-5,6,7,8-tetrahydro-4H-cyclohepta[b]furan-2-sulfonyl chloride